BrC=1C=C(C(=NC1)C)C(F)(F)F 5-Bromo-2-methyl-3-(trifluoromethyl)-pyridine